C(C)(C)(C)OC(=O)N(C(OC(C)(C)C)=O)C1=NC=CC(=C1F)CC=1C=NC=C(C1C)OC1=NC=C(C=C1)Cl tert-butyl N-(tert-butoxycarbonyl)-N-[4-({5-[(5-chloropyridin-2-yl)oxy]-4-methylpyridin-3-yl}methyl)-3-fluoropyridin-2-yl]carbamate